tert-butyl 3-(4-amino-2-methylphenyl)piperidine-1-carboxylate NC1=CC(=C(C=C1)C1CN(CCC1)C(=O)OC(C)(C)C)C